CC=1C=C2C=CC(=NC2=CC1)C=1C=C2CN(C(C2=CC1)=O)C1CNCCC1 3-[5-(6-methylquinolin-2-yl)-1-oxo-2,3-dihydro-1H-isoindol-2-yl]piperidine